O=C1NC(CCC1N1C(C2=CC=C(C=C2C1)O[C@@H]1[C@H](CCCC1)N1CC(C1)C=1C=C(C#N)C=CC1)=O)=O 3-(1-((1S,2S)-2-((2-(2,6-dioxopiperidin-3-yl)-1-oxoisoindolin-5-yl)oxy)cyclohexyl)azetidin-3-yl)benzonitrile